canavanine succinate C(CCC(=O)O)(=O)O.N[C@@H](CCONC(=N)N)C(=O)O